CC(=CCC1=C(C(=O)C2=C(C=C(C=C2O1)O[C@H]3C(C([C@@H](C(O3)CO)O)O)O)O)C4=CC=C(C=C4)O)C prenylgenistein